(S)-3-(6-((5S,6R)-5-(hydroxymethyl)-5,6-dimethyl-2-((4-(4-methylpiperazin-1-yl)phenyl)amino)-5,6-dihydro-7H-pyrrolo[2,3-d]pyrimidin-7-yl)pyridin-2-yl)-4-methyloxazolidin-2-one OC[C@@]1([C@H](N(C=2N=C(N=CC21)NC2=CC=C(C=C2)N2CCN(CC2)C)C2=CC=CC(=N2)N2C(OC[C@@H]2C)=O)C)C